C(C)C1CCN(CC1)C1=CC(=C(N)C=C1)C 4-(4-ethylpiperidin-1-yl)-2-methylaniline